NC1=NC(=CC(=N1)C=1C=C(C#N)C=CC1)C=1N=NN(C1C)CC1=NC(=CC=C1)COC m-[2-amino-6-(1-{[6-(methoxymethyl)-2-pyridinyl]methyl}-5-methyl-1H-1,2,3-triazol-4-yl)-4-pyrimidinyl]benzonitrile